methyl 7-(2-((1-aminoisoquinolin-6-yl)carbamoyl)-5-methoxy-4-(thiophen-2-yl)phenyl)-2,3-dimethyl-4H-thieno[3,2-c]chromene-8-carboxylate NC1=NC=CC2=CC(=CC=C12)NC(=O)C1=C(C=C(C(=C1)C=1SC=CC1)OC)C=1C(=CC=2C3=C(COC2C1)C(=C(S3)C)C)C(=O)OC